FC=1C=C(C=C2C=CC(=NC12)N1C[C@@H](CC1)OC)CN1C[C@H]([C@@H](C1)COC)OC=1C=C2CN(C(C2=CC1)=O)[C@@H]1C(NC(CC1)=O)=O |o1:13| (S)-3-(5-(((3S,4S)-1-((8-fluoro-2-((R*)-3-methoxypyrrolidin-1-yl)quinolin-6-yl)methyl)-4-(methoxymethyl)pyrrolidin-3-yl)oxy)-1-oxoisoindolin-2-yl)piperidine-2,6-dione